(5-chloro-3-ethylpyrazolo[1,5-a]pyrimidin-7-yl)((8-methylimidazo[1,2-a]pyridin-2-yl)methyl)carbamic acid tert-butyl ester C(C)(C)(C)OC(N(CC=1N=C2N(C=CC=C2C)C1)C1=CC(=NC=2N1N=CC2CC)Cl)=O